Cl.CNCC1CCOC2=C(C=CC=C12)C1=CC=C(C#N)C=C1 4-[4-(methylaminomethyl)chroman-8-yl]benzonitrile hydrochloride